2-[4-(nitromethyl) tetrahydrothiopyran-4-yl]Ethyl acetate C(C)(=O)OCCC1(CCSCC1)C[N+](=O)[O-]